ClC1=CC=C(C=2CCC12)C(CC1=CC=CC=C1)=O 1-(5-chlorobicyclo[4.2.0]oct-1(6),2,4-triene-2-yl)-2-phenylethane-1-one